N-(5-(7'-Fluoro-1-(4-methoxyphenyl)-3'-methyl-2'-oxo-2',3'-dihydrospiro[azetidine-3,1'-pyrrolo[2,3-c]quinolin]-8'-yl)-2-(2-(isopropylamino)ethoxy)pyridin-3-yl)methanesulfonamide FC=1C(=CC=2C3=C(C=NC2C1)N(C(C31CN(C1)C1=CC=C(C=C1)OC)=O)C)C=1C=C(C(=NC1)OCCNC(C)C)NS(=O)(=O)C